1-(2-fluorobenzoyl)-4-(4-phenylcyclohexyl)piperazine FC1=C(C(=O)N2CCN(CC2)C2CCC(CC2)C2=CC=CC=C2)C=CC=C1